2,5-bis(4-pyridinyl)pyridine N1=CC=C(C=C1)C1=NC=C(C=C1)C1=CC=NC=C1